(1-cyclopropylethyl)-5-[4-(trifluoromethyl)phenoxy]Naphthalene-2-carboxamide C1(CC1)C(C)C1=C(C=CC2=C(C=CC=C12)OC1=CC=C(C=C1)C(F)(F)F)C(=O)N